3,5-di-t-butylphenol C(C)(C)(C)C=1C=C(C=C(C1)C(C)(C)C)O